5-benzyl 6-(tert-butyl) (S)-6-azaspiro[2.5]octane-5,6-dicarboxylate hydrochloride Cl.C1CC12C[C@H](N(CC2)C(=O)OC(C)(C)C)C(=O)OCC2=CC=CC=C2